ClC1=C(C=NC2=CC=CC=C2C(=O)N)C(=CC=C1)F 6-((2-chloro-6-fluorobenzylidene)amino)benzamide